2-{[7-amino-4-(3-methyl-1H-indazol-5-yl)-1-oxo-2,3-dihydro-1H-isoindol-2-yl]methyl}-3-chloropropanenitrile NC=1C=CC(=C2CN(C(C12)=O)CC(C#N)CCl)C=1C=C2C(=NNC2=CC1)C